3,3-bis(hydroxymethyl)heptane OCC(CC)(CCCC)CO